(5-amino-1,3-phenylene)diurea NC=1C=C(C=C(C1)NC(=O)N)NC(=O)N